COC1=CC=C(C(=O)[Ge](CC)(CC)C(C2=CC=C(C=C2)OC)=O)C=C1 Bis(4-methoxybenzoyl)diethylgermanium